β-(3,4-epoxycyclohexyl)ethyl-methoxyacetoxymethylsilane C1(CC2C(CC1)O2)CC[SiH2]COC(COC)=O